ClC=1C=C(C=CC1Cl)N1C(CN(CC1)C(=O)OC(C)(C)C)C tert-butyl 4-(3,4-dichlorophenyl)-3-methylpiperazine-1-carboxylate